di-normal propyl sulfone C(CC)S(=O)(=O)CCC